O=C1NC2=CC=C(C=C2C12CCN(CC2)CCOC=2C=C1C=NN(C1=C(C2)C(F)(F)F)C2CC(C2)(C)O)C#N 2-oxo-1'-[2-({1-[(cis)-3-hydroxy-3-methylcyclobutyl]-7-(trifluoromethyl)-1H-indazol-5-yl}oxy)ethyl]-1,2-dihydrospiro[indole-3,4'-piperidine]-5-carbonitrile